(((((1-((2-ethylbutoxy) carbonyl) cyclobutyl) amino) (phenoxy) phosphoryl) oxy) methyl) tetrahydrofuran-3,4-diylbis(2-methylpropionate) O1CC(C(C1)C(C(=O)[O-])(C)C)C(C(=O)OCOP(=O)(OC1=CC=CC=C1)NC1(CCC1)C(=O)OCC(CC)CC)(C)C